N[C@H](C(=O)O)CCNC(=N)N (S)-2-amino-4-guanidinobutyric acid